5-(4-((8-bromo-2-methyl-3-oxo-3,4-dihydroquinoxalin-6-yl)methyl)piperazin-1-yl)-N-methylpyridineamide BrC=1C=C(C=C2NC(C(=NC12)C)=O)CN1CCN(CC1)C=1C=CC(=NC1)C(=O)NC